8-bromo-2-chloro-3-ethyl-6-methyl-quinoline-4-carbonitrile BrC=1C=C(C=C2C(=C(C(=NC12)Cl)CC)C#N)C